OCCOCCOCCOCCOCCOCCOCCN1C(C2=CC=CC=C2C1=O)=O (20-hydroxy-3,6,9,12,15,18-hexaoxaeicosanyl)isoindoline-1,3-dione